(3-buten-1-yloxy)-3-(propargyloxy)-2-propanol dichlorophosphate P(=O)(Cl)(Cl)OC(COCCC=C)COCC#C